pyrenetetrasulfonate tetra-sodium salt [Na+].[Na+].[Na+].[Na+].C1(=C(C(=C2C(=CC3=CC=CC4=CC=C1C2=C34)S(=O)(=O)[O-])S(=O)(=O)[O-])S(=O)(=O)[O-])S(=O)(=O)[O-]